4-(3-(4-((2-azabicyclo[2.2.2]oct-2-yl)methyl)-1H-imidazol-2-yl)-1H-indazol-6-yl)-5-ethyl-2-fluorophenol C12N(CC(CC1)CC2)CC=2N=C(NC2)C2=NNC1=CC(=CC=C21)C2=CC(=C(C=C2CC)O)F